3-phenylpropane-1-amine C1(=CC=CC=C1)CCCN